FC1=C(CN2C(N(C(C=C2NC2=CC3=CN(N=C3C=C2Cl)C)=O)CC(=O)NCCN(C)C)=O)C=C(C(=C1)F)F 2-(3-(2,4,5-trifluorobenzyl)-4-(6-chloro-2-methyl-2H-indazol-5-ylamino)-2,3-dihydro-2,6-dioxopyrimidin-1(6H)-yl)-N-(2-(dimethylamino)ethyl)acetamide